BrC=1C=CC(N(C1C)C)=O 5-bromo-1,6-dimethyl-pyridin-2-one